ClC=1C=C(C=C(C1C(=O)N1COC2=C(C1)C=CC=C2C2=C(C=C(C(=C2)N2CCOCC2)C(=O)OC)F)Cl)N2C(CN(CC2)CCOC)C(=O)O [3,5-dichloro-4-[8-(2-fluoro-4-methoxycarbonyl-5-morpholin-4-ylphenyl)-2,4-dihydro-1,3-benzoxazine-3-carbonyl]phenyl]-4-(2-methoxyethyl)piperazine-2-carboxylic acid